4,4'-(Hexafluoropropylene)dianiline FC(C(C(C1=CC=C(N)C=C1)(F)F)(C1=CC=C(N)C=C1)F)(F)F